1-(4-chlorophenyl)-3-methoxy-4-methylene-3-azabicyclo[3.1.0]hexane-2-one ClC1=CC=C(C=C1)C12C(N(C(C2C1)=C)OC)=O